5-Bromo-4-methylthiazol-2-amine BrC1=C(N=C(S1)N)C